ClC1=NC=C(C(=N1)C1=C(C=NN1C)C)F 2-chloro-4-(1,4-dimethyl-1H-pyrazol-5-yl)-5-fluoropyrimidine